FC(CO)(C1=C(C(=CC=C1)[C@@H](C)NC1=C2C(=C(N=N1)C)N=CC(=C2)N2CCOCC2)F)F (R)-2,2-difluoro-2-(2-fluoro-3-(1-((8-methyl-3-morpholinopyrido[2,3-d]pyridazine-5-yl)amino)ethyl)phenyl)ethanol